1,2,3,4-tetrahydro-naphthalene-1-carboxylic acid (4-methoxy-phenyl)-methyl-amide COC1=CC=C(C=C1)N(C(=O)C1CCCC2=CC=CC=C12)C